1-(Benzyloxy)-2-bromo-3-methylbenzene C(C1=CC=CC=C1)OC1=C(C(=CC=C1)C)Br